acryloxyhexadecyliododimethylsilane C(C=C)(=O)OCCCCCCCCCCCCCCCC[Si](C)(C)I